5-[2-(2-{[N-(Naphthalin-2-yl)formamido]methyl}phenyl)ethynyl]pyridin C1=C(C=CC2=CC=CC=C12)N(C=O)CC1=C(C=CC=C1)C#CC=1C=CC=NC1